C(C)(C)(C)OC(=O)N1CC(=CCC1)C1=CC=C2C(=NNC2=C1)C(NC)=O 3-(3-(methylcarbamoyl)-1H-indazol-6-yl)-5,6-dihydropyridine-1(2H)-carboxylic acid tert-butyl ester